O1CCN(CC1)C1=CC=C(C=C1)C(=O)C1=CC=C(C=C1)N1CCOCC1 bis(4-morpholinophenyl)methanone